(E)-2-(4-(trifluoromethyl)styryl)-6-azaspiro[3.4]octane 2,2,2-trifluoroacetate tert-Butyl-(E)-2-(4-(trifluoromethyl)styryl)-6-azaspiro[3.4]octane-6-carboxylate C(C)(C)(C)OC(=O)N1CC2(CC(C2)\C=C\C2=CC=C(C=C2)C(F)(F)F)CC1.FC(C(=O)O)(F)F.FC(C1=CC=C(/C=C/C2CC3(C2)CNCC3)C=C1)(F)F